benzyl 4-(6-chloro-5-fluoro-4-(3-(2,2,2-trichloroacetyl)ureido)nicotinoyl)piperidine-1-carboxylate ClC1=NC=C(C(=O)C2CCN(CC2)C(=O)OCC2=CC=CC=C2)C(=C1F)NC(=O)NC(C(Cl)(Cl)Cl)=O